O1C2=C(OCC1)C=C(C=C2)NC2=NC1=CC=CC=C1C(=N2)NCCCO 3-((2-((2,3-dihydrobenzo[b][1,4]dioxin-6-yl)amino)quinazolin-4-yl)amino)propan-1-ol